FCC(CF)N1N=NC2=C1C=C(C=C2)C=2C(=CN1N=C(N=C(C12)OC)N[C@H]1C(CN(C1)C(C)=O)(F)F)F (R)-1-(4-((5-(1-(1,3-difluoropropan-2-yl)-1H-benzo[d][1,2,3]triazol-6-yl)-6-fluoro-4-methoxypyrrolo[2,1-f][1,2,4]triazin-2-yl)amino)-3,3-difluoropyrrolidin-1-yl)ethan-1-one